C(C1=CC=CC=C1)N(C(C(=C)C)=O)C1=C(C(=CC=C1)C)Br N-benzyl-N-(2-bromo-3-methylphenyl)methacrylamide